C(C)OC(=O)C1OC2=C(N(C1)CC1=CC=CC=C1)C=C(C=C2)C(NC(C)(C)C)=O 4-benzyl-6-(tert-butylcarbamoyl)-2,3-dihydro-1,4-benzoxazine-2-carboxylic acid ethyl ester